(2R)-N-{4-[7-(2,2-Difluoroethyl)-5-methyl-4-oxo-3-phenyl-4,5-dihydro-1H-pyrrolo[3,2-c]pyridin-2-yl]pyridin-2-yl}-4,4-difluoro-2-(4-fluorophenyl)butanamid FC(CC=1C2=C(C(N(C1)C)=O)C(=C(N2)C2=CC(=NC=C2)NC([C@H](CC(F)F)C2=CC=C(C=C2)F)=O)C2=CC=CC=C2)F